1-(5-Methylpyridin-3-yl)ethan-1-one CC=1C=C(C=NC1)C(C)=O